O1COC2=C1C=CC(=C2)CNC(=O)C2=C(C(=O)O)C(=CC=C2)Cl 2-((benzo[d][1,3]dioxol-5-ylmethyl)carbamoyl)-6-chlorobenzoic acid